ClC1=CC=C(C=C1)N1N=C(N=N1)NCC1=C(N=NN1C)C1=CC=C(C(=N1)C)O[C@@H]1C[C@H](CCC1)C(=O)OC Methyl (1S,3S)-3-((6-(5-(((2-(4-chlorophenyl)-2H-tetrazol-5-yl)amino)methyl)-1-methyl-1H-1,2,3-triazol-4-yl)-2-methylpyridin-3-yl)oxy)cyclohexane-1-carboxylate